5-bromo-6-methoxy-1-[[2-(trimethylsilyl)ethoxy]methyl]indazole BrC=1C=C2C=NN(C2=CC1OC)COCC[Si](C)(C)C